N-(5-(4-(6-aminocaproyl)piperazin-1-yl)pyridin-2-yl)-1-(4-cyano-3-(trifluoromethyl)phenyl)piperidine-4-carboxamide NCCCCCC(=O)N1CCN(CC1)C=1C=CC(=NC1)NC(=O)C1CCN(CC1)C1=CC(=C(C=C1)C#N)C(F)(F)F